(7-fluoro-2-ethylquinolin-6-yl)methanone FC1=C(C=C2C=CC(=NC2=C1)CC)C=O